FC(CCN[C@H]1CN(CC1)C=1C=CC(=NC1)N1C=NC(=C1)NC=1N=CC(=NC1)C#N)(F)F (R)-5-((1-(5-(3-((3,3,3-Trifluoropropyl)amino)pyrrolidin-1-yl)pyridin-2-yl)-1H-imidazol-4-yl)amino)pyrazine-2-carbonitrile